N-(8-methyl-5H-chromeno[2,3-c]pyridin-5-yl)-2-oxo-6-(trifluoromethyl)-1,2-dihydropyridine-3-carboxamide CC1=CC=C2C(C3=C(C=NC=C3)OC2=C1)NC(=O)C=1C(NC(=CC1)C(F)(F)F)=O